Thioallophanat C(NC(=O)N)(=S)[O-]